N[C@H](C(=O)N1N[C@@H](CCC1)C(=O)OC)CC=1SC=C(N1)Br methyl (S)-1-((S)-2-amino-3-(4-bromothiazol-2-yl) propanoyl)hexahydropyridazine-3-carboxylate